5-((3,3-difluoro-1-methylpiperidin-4-yl)oxy)-6-(methoxy-d3)quinazolin-4-amine FC1(CN(CCC1OC1=C2C(=NC=NC2=CC=C1OC([2H])([2H])[2H])N)C)F